8-(3-(hydroxymethyl)-5-methoxypyridin-2-yl)-6,6-dimethyl-1,4-dioxaspiro[4.5]decan-8-ol OCC=1C(=NC=C(C1)OC)C1(CC(C2(OCCO2)CC1)(C)C)O